iodonium bis(4-methylphenyl) hexafluorophosphate CC1=CC=C(C=C1)[I+]C2=CC=C(C=C2)C.F[P-](F)(F)(F)(F)F